COC(=O)C=1C=CC2=C(N(C(=N2)CN2CCC(=CC2)C2=NC(=CC=C2)OCC2=CC=C(C=3C=COC32)C#N)C[C@H]3OCC3)C1 (S)-2-((6-((4-cyanobenzofuran-7-yl)methoxy)-3',6'-dihydro-[2,4'-bipyridine]-1'(2'H)-yl)methyl)-1-(oxetane-2-ylmethyl)-1H-benzo[d]imidazole-6-carboxylic acid methyl ester